6-chloro-3-cyclopropyl-1-((2-(trimethylsilyl)ethoxy)methyl)-1H-pyrrolo[3,2-c]pyridine ClC1=CC2=C(C=N1)C(=CN2COCC[Si](C)(C)C)C2CC2